1-(3-nitropyridin-2-yl)pyrrolidin-2-one [N+](=O)([O-])C=1C(=NC=CC1)N1C(CCC1)=O